ClC1=CC=C2C(=CC(=NC2=C1Cl)N1[C@@H]([C@@H](CC1)COCCC(=O)O)C(=O)OC)N1C=NC=C1 |r| (±)-3-(((2S,3R)-1-(7,8-dichloro-4-(1H-imidazol-1-yl)quinolin-2-yl)-2-(methoxycarbonyl)pyrrolidin-3-yl)methoxy)propanoic acid